((5-bromo-2-methyl-1,2,3,4-tetrahydroisoquinolin-7-yl)amino)-5-cyclohexylamino-1,2,4-triazine-6-carboxamide BrC1=C2CCN(CC2=CC(=C1)NC=1N=NC(=C(N1)NC1CCCCC1)C(=O)N)C